11-(2-((2-((1R,5S)-8-oxa-3-aza-bicyclo[3.2.1]octan-3-yl)-5-fluoro-benzo[d]thiazol-4-yl)oxy)acetamido)-N-(4-(2,6-dioxopiperidin-3-yl)phenyl)undecanamide [C@H]12CN(C[C@H](CC1)O2)C=2SC1=C(N2)C(=C(C=C1)F)OCC(=O)NCCCCCCCCCCC(=O)NC1=CC=C(C=C1)C1C(NC(CC1)=O)=O